β-D-Mannopyranosyl-(1→4)-α-D-galactopyranosyl-(1→4)-L-rhamnose [C@@H]1([C@@H](O)[C@@H](O)[C@H](O)[C@H](O1)CO)O[C@@H]1[C@@H]([C@H]([C@H](O[C@@H]1CO)O[C@H]([C@H]([C@H](C=O)O)O)[C@@H](O)C)O)O